CC(C(N)(C)C)C.[Hf] hafnium tetra-methyl-ethylamine